[OH-].S(=O)(=O)(O)C=1C=C(C=CC1)C[NH3+] 3-sulfobenzenemethanaminium hydroxide